5-(4-octyloxybenzoyl)amino-3-(1-(2-pentyl)-1,2,3,6-tetrahydropyridin-4-yl)-1H-indole C(CCCCCCC)OC1=CC=C(C(=O)NC=2C=C3C(=CNC3=CC2)C=2CCN(CC2)C(C)CCC)C=C1